5-ethynyl-benzo[D][1,3]dioxole C(#C)C1=CC2=C(OCO2)C=C1